NC1CCN(CC1)C1=NC=C(C(=N1)C1=CC=C(C#N)C=C1)C=1C=NN(C1)CC1COCC1 4-[2-(4-aminopiperidin-1-yl)-5-[1-(oxolan-3-ylmethyl)pyrazol-4-yl]pyrimidin-4-yl]benzonitrile